N-(4-bromophenyl)-3-(tetrahydrofuran-2-yl)propanamide BrC1=CC=C(C=C1)NC(CCC1OCCC1)=O